methyl-(S,E)-3-((2S,4R)-4-hydroxy-2-((4-(4-methylthiazol-5-yl)benzyl)carbamoyl)pyrrolidine-1-carbonyl)-2,2-dimethyl-5-oxo-7,10,13,16,19-pentaoxa-4-azatricos-21-en-23-oic acid CCC([C@H](NC(COCCOCCOCCOCCOC\C=C\C(=O)O)=O)C(=O)N1[C@@H](C[C@H](C1)O)C(NCC1=CC=C(C=C1)C1=C(N=CS1)C)=O)(C)C